C(C(C)C)N(C(=O)OCC)C(C1=CC=CC=C1)OC(C1=CC=C(C=C1)Br)=O ((isobutyl(ethoxycarbonyl)amino)(phenyl)methyl)-4-bromobenzoate